C(C1=CC=CC=C1)OC1=CC=C(C(=N1)O)C1=NN(C2=CC(=CC=C12)O[C@H]1CN(CC1)CC1CCN(CC1)C(=O)OC(C)(C)C)C tert-butyl (R)-4-((3-((3-(6-(benzyloxy)-2-hydroxypyridin-3-yl)-1-methyl-1H-indazol-6-yl)oxy)pyrrolidin-1-yl)methyl)piperidine-1-carboxylate